BrC1=CC=CC=2C3=CC=CC=C3CC12 1-Bromo-Fluoren